CC=1N=C2C=3OCCCCCC(NC(NCC4=CN=C(C(=CN2C1)N3)S4)=O)CCC(F)(F)F methyl-15-(3,3,3-trifluoropropyl)-11,12,15,16,17,18,19,20-octahydro-6,22-(azeno)-7,10-epithioimidazo[2,1-c][1,4,8,12,14]oxatetraazacycloicosin-13(14H)-one